FCC1(CC1)C1=NOC(=N1)C(=O)[O-].[K+] potassium 3-(1-(fluoromethyl) cyclopropyl)-1,2,4-oxadiazol-5-carboxylate